C(C=C)(=O)N1CC(C1)C(=O)N1CCC2(CN(C2)C2=CC=C(C=N2)C=2C=C(C=3N(C2)N=CC3C#N)OC)CC1 6-(6-(7-(1-acryloylazetidine-3-carbonyl)-2,7-diazaspiro[3.5]nonan-2-yl)pyridin-3-yl)-4-methoxypyrazolo[1,5-a]pyridine-3-carbonitrile